dibromodihexylsilane Br[Si](CCCCCC)(CCCCCC)Br